ClC1=NC2=C(N1C)C=C(C=C2)OC2=CC=CC=C2 2-chloro-1-methyl-6-phenoxy-1H-benzo[d]imidazole